1-[5-chloro-6-[5-[6-[4-[2-(2,6-dioxo-3-piperidyl)-1-oxo-isoindolin-5-yl]piperazin-1-yl]hexyl]-1,2,4-oxadiazol-3-yl]-3-pyridyl]-3-(7-cyclohexylpyrazolo[1,5-a]pyrimidin-6-yl)urea ClC=1C=C(C=NC1C1=NOC(=N1)CCCCCCN1CCN(CC1)C=1C=C2CN(C(C2=CC1)=O)C1C(NC(CC1)=O)=O)NC(=O)NC=1C=NC=2N(C1C1CCCCC1)N=CC2